2-(cyclohexanecarboyl)-2,3,6,7-tetrahydro-4H-pyrazino[2,1-a]isoquinolin-4-one C1(CCCCC1)C(=O)N1C=C2N(CCC3=CC=CC=C23)C(C1)=O